C(C)NC(NC1=NC=C(C(=C1)CN1CCN(CC1)C=1C=CC(=NC1C)C(=O)NC)C)=O 5-(4-((2-(3-ethylureido)-5-methylpyridin-4-yl)methyl)piperazin-1-yl)-N,6-dimethylpicolinamide